4-(2,5-difluorophenyl)-1,3,2-dioxaphosphorinane 2-sulfide FC1=C(C=C(C=C1)F)C1OP(OCC1)=S